(E)-N-(2-(2-(2-aminoethoxy)ethoxy)ethyl)-3-(2,3-dihydrobenzo[b][1,4]dioxin-6-yl)acrylamide hydrochloride Cl.NCCOCCOCCNC(\C=C\C1=CC2=C(OCCO2)C=C1)=O